NC=1C=NC=C(C1C(=O)C1=C2C=NNC2=C(C=C1)F)OC (3-Amino-5-methoxypyridin-4-yl)(7-fluoro-1H-indazol-4-yl)methanone